3-chloro-2-fluoro-4-(hydroxymethyl)-5-methylphenol ClC=1C(=C(C=C(C1CO)C)O)F